FC(S(=O)(=O)[O-])(F)F.C[S+](C1=CC=C(C=C1)O)C1=CC=CC=C1 methylphenyl-(4-hydroxyphenyl)sulfonium trifluoromethanesulfonate